C(C)(C)(C)OC1=CC=C(C=C1)C1=C(N=C(S1)NC(=O)C1N2C=CC=C2C(CC1)=O)C N-[5-(4-tert-butoxyphenyl)-4-methylthiazol-2-yl]-8-oxo-6,7-dihydro-5H-indolizine-5-carboxamide